N-[4-methyl-3-(4-methyl-2-oxazolyl)phenyl]-3-oxa-8-azabicyclo[3.2.1]octane-8-carboxamide CC1=C(C=C(C=C1)NC(=O)N1C2COCC1CC2)C=2OC=C(N2)C